N[C@H]1CS(C2=C(N(C1=O)CC1=CC=C(C=C1)Cl)C=C(C=C2)C=2OC(=NN2)C2(CCC(CC2)(F)F)OC)(=O)=O (3R)-3-amino-5-[(4-chlorophenyl)methyl]-7-[5-(4,4-difluoro-1-methoxy-cyclohexyl)-1,3,4-oxadiazol-2-yl]-1,1-dioxo-2,3-dihydro-1lambda6,5-benzothiazepin-4-one